7-Chloro-1-(piperidin-3-yloxy)isoquinoline ClC1=CC=C2C=CN=C(C2=C1)OC1CNCCC1